(2R,3R,4R,5S)-2-methyl-1-(((S)-1-(4-(trifluoromethyl)thiazol-2-yl)piperidin-3-yl)methyl)piperidine-3,4,5-triol C[C@H]1N(C[C@@H]([C@H]([C@@H]1O)O)O)C[C@H]1CN(CCC1)C=1SC=C(N1)C(F)(F)F